TOSYL-(2-NITROBENZYL) ISOCYANIDE S(=O)(=O)(C1=CC=C(C)C=C1)C(C1=C(C=CC=C1)[N+](=O)[O-])[N+]#[C-]